(2-naphthylsulfanylmethyl)-16-oxo-androst-5-en-3beta-ol C1=C(C=CC2=CC=CC=C12)SCC[C@@]12CC(C[C@H]1[C@@H]1CC=C3C[C@H](CC[C@]3(C)[C@H]1CC2)O)=O